C(=CC1=CC=CC=C1)C=1NC2=NC=NC(=C2N1)NC1=CC=C(C=C1)O 8-styryl-N-(4-hydroxyphenyl)-9H-purin-6-amine